acetyl-9-O-L-lactyl-neuraminic acid C(C)(=O)C1C(C(O)=O)(O)O[C@H]([C@@H]([C@H]1O)N)[C@H](O)[C@H](O)COC([C@@H](O)C)=O